1-tert-butyl 3-methyl 3-(benzyloxymethyl)pyrrolidine-1,3-dicarboxylate C(C1=CC=CC=C1)OCC1(CN(CC1)C(=O)OC(C)(C)C)C(=O)OC